4-{[4-(2,6-dioxohexahydropyridin-3-yl)phenyl]oxy}butyl methanesulfonate CS(=O)(=O)OCCCCOC1=CC=C(C=C1)C1C(NC(CC1)=O)=O